FC1(OC(C(C(C1(F)F)(F)F)(F)F)(C(F)(F)F)F)F 2,2,3,3,4,4,5,5,6-nonafluorotetrahydro-6-(trifluoromethyl)-2H-pyran